6,6',6'',6'''-(9,9'-spirobi[fluorene]-2,2',7,7'-tetrayltetrakis(thiophene-5,2-diyl))tetrakis(2,5-bis(2-ethylhexyl)-3-(5-phenylthiophene-2-yl)-2,5-dihydropyrrolo[3,4-c]pyrrol-1,4-dione) C1=C(C=CC=2C3=CC=C(C=C3C3(C12)C1=CC(=CC=C1C=1C=CC(=CC13)C1=CC=C(S1)C=1N(C(C=3C1C(N(C3C=3SC(=CC3)C3=CC=CC=C3)CC(CCCC)CC)=O)=O)CC(CCCC)CC)C3=CC=C(S3)C=3N(C(C=1C3C(N(C1C=1SC(=CC1)C1=CC=CC=C1)CC(CCCC)CC)=O)=O)CC(CCCC)CC)C1=CC=C(S1)C=1N(C(C=3C1C(N(C3C=3SC(=CC3)C3=CC=CC=C3)CC(CCCC)CC)=O)=O)CC(CCCC)CC)C3=CC=C(S3)C=3N(C(C=1C3C(N(C1C=1SC(=CC1)C1=CC=CC=C1)CC(CCCC)CC)=O)=O)CC(CCCC)CC